(2E)-3-(3-chloro-5-fluoro-1H-indazol-6-yl)-N-(6-methoxy-2,4-dimethylpyridin-3-yl)prop-2-enamide ClC1=NNC2=CC(=C(C=C12)F)/C=C/C(=O)NC=1C(=NC(=CC1C)OC)C